3-endo-(8-{2-[benzyl-((S)-2,3-dihydroxypropionyl)amino]ethyl}-8-aza-bicyclo[3.2.1]oct-3-yl)-benzamide TFA salt OC(=O)C(F)(F)F.C(C1=CC=CC=C1)N(CCN1C2CC(CC1CC2)C=2C=C(C(=O)N)C=CC2)C([C@H](CO)O)=O